N1C=NC(=C1)CCCNC(OC(C)(C)C)=O tert-butyl (3-(1H-imidazol-4-yl)propyl)carbamate